3,5-diisopropyl-[1,1'-biphenyl] C(C)(C)C=1C=C(C=C(C1)C(C)C)C1=CC=CC=C1